C1(=CC=CC=C1)S(=O)(=O)ON=C1C=C(C(C(=C1)C(C)C)=O)C(C)C [[4-oxo-3,5-di(propan-2-yl)cyclohexa-2,5-dien-1-ylidene]amino] benzenesulfonate